azabenzene hexafluorophosphate F[P-](F)(F)(F)(F)F.N1=CC=CC=C1